N-[(1s,4s)-4-{[2-(trifluoromethyl)-1-benzothiophen-4-yl]amino}cyclohexyl]imidazo[1,2-a]pyridine-6-carboxamide FC(C=1SC2=C(C1)C(=CC=C2)NC2CCC(CC2)NC(=O)C=2C=CC=1N(C2)C=CN1)(F)F